7-(dimethylamino)-2-(4-methoxyphenyl)[1,2,4]triazolo[1,5-c]quinazolin CN(C1=CC=CC=2C=3N(C=NC12)N=C(N3)C3=CC=C(C=C3)OC)C